8-(benzyloxy)-6-bromo-1-oxo-3,4-dihydroisoquinolin-2(1H)-ylpivalate C(C1=CC=CC=C1)OC=1C=C(C=C2CCN(C(C12)=O)CC(C(=O)[O-])(C)C)Br